3-(Benzhydrylamino)-1-bromo-3-methylbutan-2-one C(C1=CC=CC=C1)(C1=CC=CC=C1)NC(C(CBr)=O)(C)C